2-amino-6-hydroxy-1,4-naphthoquinone NC=1C(C2=CC=C(C=C2C(C1)=O)O)=O